FC(C=1C(=C(C=CC1)[C@@H](C)NC=1C2=C(N=C(N1)C)NC(C(=C2)C2(CCC(CC2)C(=O)NC)O)=O)F)F.[Sn].[Te] Tellurium-Tin (R)-4-(4-((1-(3-(difluoromethyl)-2-fluorophenyl)ethyl)amino)-2-methyl-7-oxo-7,8-dihydropyrido[2,3-d]pyrimidin-6-yl)-4-hydroxy-N-methylcyclohexane-1-carboxamide